2-chloro-N-((3aR,5s,6aS)-2-(5-(3-cyano-6-(1-methyl-1H-pyrazol-3-yl)pyrazolo[1,5-a]pyridin-4-yl)pyridin-2-yl)-5-methyloctahydrocyclopenta[c]pyrrol-5-yl)-6-fluorobenzenesulfonamide ClC1=C(C(=CC=C1)F)S(=O)(=O)NC1(C[C@@H]2[C@@H](CN(C2)C2=NC=C(C=C2)C=2C=3N(C=C(C2)C2=NN(C=C2)C)N=CC3C#N)C1)C